(((R)-6-((S)-4-benzyl-2,5-dioxoimidazolidin-1-yl)spiro[3.3]heptan-2-yl)oxy)nicotinamide C(C1=CC=CC=C1)[C@@H]1NC(N(C1=O)C1CC2(CC(C2)OC2=C(C(=O)N)C=CC=N2)C1)=O